COC1=C(C=C(C=C1)CSC1=CC=CC=C1)O 2-methoxy-5-(phenylthiomethyl)phenol